ClP(C1=C(C=CC=C1)CS(=O)(=O)O)C1=CC=C(C=C1)[Si](CCCC)(CCCC)CCCC.NF aminofluoran 2-(chloro(4-(tributylsilyl)phenyl)phosphanyl)phenyl-methanesulfonate